4-methyl-1-(1-methylpiperidin-4-yl)-1H-pyrazol-3-amine CC=1C(=NN(C1)C1CCN(CC1)C)N